BrC1=CC(=CC=2N=C(SC21)N)C(F)(F)F 7-bromo-5-(trifluoromethyl)benzo[d]thiazol-2-amine